(2R)-2-[5-(1-Cyclopropyl-4-methyl-1H-pyrazol-3-yl)-1,2,4-oxadiazol-3-yl]-1,1-difluoro-6-azaspiro[2.5]octan-6-sulfonamid C1(CC1)N1N=C(C(=C1)C)C1=NC(=NO1)[C@@H]1C(C12CCN(CC2)S(=O)(=O)N)(F)F